C(C)C1=NC(=CC=C1)C=1N=NN(C1COC1OCCCC1)C 2-ethyl-6-(1-methyl-5-(((tetrahydro-2H-pyran-2-yl)oxy)methyl)-1H-1,2,3-triazol-4-yl)pyridine